7-((4-(2-methyl-6-(methylcarbamoyl)pyridin-3-yl)piperazin-1-yl)methyl)-1,5-dihydro-4H-imidazo[4,5-c]quinolin-4-one CC1=NC(=CC=C1N1CCN(CC1)CC=1C=CC=2C3=C(C(NC2C1)=O)N=CN3)C(NC)=O